CC(CCCC1=C(C=C(C=C1)OC)N1CCC(CC1)COC=1C=C(C=CC1)C[C@@H](CC)P(O)(=O)C)(C)C ((R)-1-(3-((1-(2-(4,4-dimethylpentyl)-5-methoxyphenyl)piperidin-4-yl)methoxy)phenyl)butan-2-yl)(methyl)phosphinic acid